ClC=1N=C(C2=C(N1)CCN(C2)C(=O)OC(C)(C)C)O tert-butyl 2-chloro-4-hydroxy-7,8-dihydropyrido[4,3-d]pyrimidine-6(5H)-carboxylate